N-(1,2,3,5,6,7-hexahydro-s-indacen-4-ylcarbamoyl)-4-(2-hydroxy-2-propanyl)-2-furansulfonamide C1CCC2=C(C=3CCCC3C=C12)NC(=O)NS(=O)(=O)C=1OC=C(C1)C(C)(C)O